N-[[[(2-mercaptoethyl)amino]carbonyl]methyl]-N-(2-mercaptoethyl)-6-aminododecanoic acid SCCNC(=O)CN(C(CCCCC(=O)O)CCCCCC)CCS